ClC=1C=C(C=NC1)NCC=1SC(=CN1)C(=O)N[C@H](C(NC1=CC=NC=C1)=O)CC1CCCCC1 2-[[(5-chloro-3-pyridyl)amino]methyl]-N-[(1S)-1-(cyclohexylmethyl)-2-oxo-2-(4-pyridylamino)ethyl]thiazole-5-carboxamide